N-[1-[2-[5-(difluoromethoxy)-2-pyridyl]-1,2,4-triazol-3-yl]ethyl]-3-(trifluoromethyl)-5-(trifluoromethylsulfonyl)benzamide FC(OC=1C=CC(=NC1)N1N=CN=C1C(C)NC(C1=CC(=CC(=C1)S(=O)(=O)C(F)(F)F)C(F)(F)F)=O)F